5-dimethylamino-2-methyl-5-oxovaleric acid methyl ester COC(C(CCC(=O)N(C)C)C)=O